7-{N-[(2-chloroquinolin-7-yl)methyl]pyridine-3-amido}-2,3-dihydro-1H-inden-1-yl acetate C(C)(=O)OC1CCC2=CC=CC(=C12)N(C(=O)C=1C=NC=CC1)CC1=CC=C2C=CC(=NC2=C1)Cl